C(C)(C)(C)OC(N[C@](CO)(C)C1=NC=CC(=C1)Br)=O |r| rac-(2-(4-bromopyridin-2-yl)-1-hydroxyprop-2-yl)carbamic acid tert-butyl ester